methyl 5-[[4-[((trans)-4-cyanotetrahydropyran-3-yl)amino]-5-methyl-pyrimidin-2-yl]amino]-2-hydroxy-3-methoxy-benzoate C(#N)[C@H]1[C@@H](COCC1)NC1=NC(=NC=C1C)NC=1C=C(C(=C(C(=O)OC)C1)O)OC